C(C)(C)(C)OC=1C(C(C=CC1)(C)CC(C=O)[C@@H]1CN(CC1)C(=O)OC(C)(C)C)N tert-Butyl (3R)-3-[1-[(3-tert-butoxy-1-methyl-2-aminophenyl)methyl]-2-oxo-ethyl]pyrrolidine-1-carboxylate